Ethyl (1H)-1,2,4-triazole-3-carboxylate N1N=C(N=C1)C(=O)OCC